FC1=CC=C(CN2CC(C2)C(=O)N2C3=C(OCC2)C(=CN=C3)C3=CC=C(C#N)C=C3)C=C1 4-(4-(1-(4-fluorobenzyl)azetidine-3-carbonyl)-3,4-dihydro-2H-pyrido[4,3-b][1,4]oxazin-8-yl)benzonitrile